BrC1=CC(=C(OCC2(CCC2)O)C(=C1)F)F 1-[(4-bromo-2,6-difluorophenoxy)methyl]cyclobutan-1-ol